C(C)(C)(C)OOC1(C(CCCC1)C)OOC(C)(C)C 1,1-di(tert-butylperoxy)-2-methylcyclohexane